C12(CC3CC(CC(C1)C3)C2)NCCCCCCC#CC2=C3C(N(C(=NC3=CC=C2)C)[C@H]2C(NC(CC2)=O)=O)=O (3R)-3-(5-(8-(((1s,3s)-adamantan-1-yl)amino)oct-1-yn-1-yl)-2-methyl-4-oxoquinazolin-3(4H)-yl)piperidine-2,6-dione